C(OC=1C(=NN(C(C1C1=C(C(=CC=C1F)Cl)CCC1=CC=C(C=C1)C)=O)C)C)(OC)=O [5-[3-chloro-6-fluoro-2-[2-(p-tolyl) ethyl] phenyl]-1,3-dimethyl-6-oxo-pyridazin-4-yl] methyl carbonate